2-thienyl-methylphosphonic acid S1C(=CC=C1)CP(O)(O)=O